C(C=CC=C)(=O)OCC Ethyl penta-2,4-dienoate